3-(5-(difluoromethyl)-1,3,4-thiadiazol-2-yl)-8-((3S,5S)-3,5-dimethylpiperazin-1-yl)-N-(1-methyl-2-(methyl-d3)cyclopropyl-2,3,3-d3)imidazo[1,5-a]pyridine-6-sulfonamide FC(C1=NN=C(S1)C1=NC=C2N1C=C(C=C2N2C[C@@H](N[C@H](C2)C)C)S(=O)(=O)NC2(C(C2([2H])[2H])([2H])C([2H])([2H])[2H])C)F